trans-benzyl 4-(2-(isoquinolin-6-ylcarbamoyl)cyclopropyl)benzoate C1=NC=CC2=CC(=CC=C12)NC(=O)[C@H]1[C@@H](C1)C1=CC=C(C(=O)OCC2=CC=CC=C2)C=C1